C(C=C)(=O)NC=1C=C(CN(C2=CC=NC=3N2N=CC3C(C)C)C(=O)OC(C)(C)C)C=CC1 7-((3-acrylamidobenzyl)(tert-butoxycarbonyl)amino)-3-isopropylpyrazolo[1,5-a]pyrimidine